5-ethylfuran-2-carboxylic acid C(C)C1=CC=C(O1)C(=O)O